BrC1OCCO1 bromo-1,3-dioxacyclopentane